C1(=C(C=CC=C1)C1C(CCCC1)=O)C tolylcyclohexanone